2-[3-methyl-4-[1-(4-piperidyl)-4-piperidyl]-4,8,10,11-tetrazatricyclo[7.4.0.02,7]trideca-1(9),2(7),10,12-tetraen-12-yl]phenol CC1C=2C=3C=C(N=NC3NC2CCN1C1CCN(CC1)C1CCNCC1)C1=C(C=CC=C1)O